4-iodobenzofuran-7-Amine IC1=CC=C(C2=C1C=CO2)N